C(CCCCCC)CC(=O)NC#N heptyl-N-cyanoacetamide